2-[(1-cyano-1-methylpropyl)azo]-2-ethyl-pentanenitrile C(#N)C(CC)(C)N=NC(C#N)(CCC)CC